O=C1NC(CCC1N1C(C2=CC=C(C=C2C1)C(=O)N[C@@H](C(F)(F)F)C1=NN(C=C1)C)=O)=O 2-(2,6-dioxopiperidin-3-yl)-1-oxo-N-((R)-2,2,2-trifluoro-1-(1-methyl-1H-pyrazol-3-yl)ethyl)isoindoline-5-carboxamide